(3aR,6R,6aR)-2,2-dimethyl-6-[1-(oxan-2-yl)pyrazol-4-yl]-tetrahydrocyclopenta[d][1,3]dioxol-4-one CC1(O[C@@H]2[C@H](O1)[C@H](CC2=O)C=2C=NN(C2)C2OCCCC2)C